ClC=1C=C(C=NC1N1N=CC=N1)NC(=O)[C@@H]1C[C@](C2=C1C=NC=1N2N=C(C1F)F)(C=1C=NN(C1)C)C trans-N-(5-chloro-6-(2H-1,2,3-triazol-2-yl)pyridin-3-yl)-2,3-difluoro-8-methyl-8-(1-methyl-1H-pyrazol-4-yl)-7,8-dihydro-6H-cyclopenta[e]pyrazolo[1,5-a]pyrimidine-6-carboxamide